3-(N-methylpiperidin-4-yl)trifluoro-2-propanone [(3aS,7aS)-3a-(3,4-dimethoxyphenyl)-1-methyl-3,4,7,7a-tetrahydro-2H-indol-6-yl]4-methylbenzoate COC=1C=C(C=CC1OC)[C@@]12CCN([C@H]2CC(=CC1)OC(C1=CC=C(C=C1)C)=O)C.CN1CCC(CC1)CC(C(F)(F)F)=O